methyl 2-(8-cyano-1-((2R,4R)-2-methyltetrahydro-2H-pyran-4-yl)-1H-imidazo[4,5-c]quinolin-2-yl)-2,2-difluoroacetate C(#N)C1=CC=2C3=C(C=NC2C=C1)N=C(N3[C@H]3C[C@H](OCC3)C)C(C(=O)OC)(F)F